N-[4-(2,4,6-trimethylphenyl)-2-thiazolyl]-benzamide CC1=C(C(=CC(=C1)C)C)C=1N=C(SC1)NC(C1=CC=CC=C1)=O